C(CCCCCCC)P n-octyl-phosphine